FC(S(=O)(=O)C=1C=C(C(=O)NCC2=NC=C3C=CC(=NC3=C2)C2=NC(=CC=C2)N2CC(NC(C2)=O)C)C=CC1)F 3-((difluoromethyl)sulfonyl)-N-((2-(6-(3-methyl-5-oxopiperazin-1-yl)pyridin-2-yl)-1,6-naphthyridin-7-yl)methyl)benzamide